7-(tert-butoxycarbonyl)-2-(4-cyclopropoxyphenyl)-6-(morpholin-4-ylmethyl)-3-oxo-5H,6H,8H-imidazo[1,5-a]pyrazine-1-carboxylic acid C(C)(C)(C)OC(=O)N1CC=2N(CC1CN1CCOCC1)C(N(C2C(=O)O)C2=CC=C(C=C2)OC2CC2)=O